C(C)(C)(C)OC(NC1CC=2N(C3=C(C1)C=C(C=C3)Cl)C(=NN2)N2CCN(CC2)C2=NC=CC=C2Cl)=O tert-Butyl-{8-chloro-1-[4-(3-chloropyridin-2-yl)piperazin-1-yl]-5,6-dihydro-4H-[1,2,4]triazolo[4,3-a][1]benzazepin-5-yl}carbamat